7-bromo-3,3-dibutyl-8-methoxy-2,3-dihydro-1,5-benzothiazepin-4(5H)-one BrC=1C(=CC2=C(NC(C(CS2)(CCCC)CCCC)=O)C1)OC